C(#C)C1=CC2=CC=CC3=CC=CC1=C23 acetenyl-(acenaphthylene)